O=C1NC(CCC1N1C(C2=CC=C(C=C2C1=O)I)=O)=O 2-(2,6-dioxopiperidin-3-yl)-5-iodoisoindoline-1,3-dione